2-(1,5-dimethyl-1H-pyrazol-4-yl)pyrazolo[5,1-b]Thiazole-7-carboxylic acid ethyl ester C(C)OC(=O)C=1C=NN2C1SC(=C2)C=2C=NN(C2C)C